Tert-butyl 3-(2-methoxy-2-carbonylethyl)-3-methyl-2-carbonylindoline-1-carboxylate COC(CC1(C(N(C2=CC=CC=C12)C(=O)OC(C)(C)C)=C=O)C)=C=O